4-hydroxy-3-methylpiperidine-1,4-dicarboxylate OC1(C(CN(CC1)C(=O)[O-])C)C(=O)[O-]